CC1(OB(OC1(C)C)C1=CC=C(C=C1)[C@@H]1CCC(N1)=O)C (S)-5-(4-(4,4,5,5-tetramethyl-1,3,2-dioxaborolan-2-yl)phenyl)pyrrolidin-2-one